6'-(((1S,3S)-3-(Thiazolo[4,5-b]pyridin-2-ylamino)cyclopentyl)amino)-2H-[1,3'-bipyridin]-2-one S1C(=NC2=NC=CC=C21)N[C@@H]2C[C@H](CC2)NC2=CC=C(C=N2)N2C(C=CC=C2)=O